C(CCCCCCCCCCCCC)(=O)OC(C)C 1-tetradecanoic acid, methylethyl ester